NCC1CN(C1)C[C@H]1OC(N2[C@H]1COC1=C2C=CC(=C1)S(=O)(=O)N1CCN(CC1)C1=NC(=CC(=N1)C)C(F)(F)F)=O (3R,3aS)-3-[[3-(aminomethyl)azetidin-1-yl]methyl]-7-[4-[4-methyl-6-(trifluoromethyl)pyrimidin-2-yl]piperazin-1-yl]sulfonyl-3a,4-dihydro-3H-oxazolo[4,3-c][1,4]benzoxazin-1-one